ClC1=CC2=C(CN(S(C23CC(C3)O)(=O)=O)CC)C=C1 7-chloro-3-ethyl-3'-hydroxy-3,4-dihydrospiro[benzo[d][1,2]thiazine-1,1'-cyclobutane]-2,2-dioxide